3-(4-{4-[(1-{4-[(2,6-dioxopiperidin-3-yl)amino]-2-fluorophenyl}azetidin-3-yl)methyl]piperazin-1-yl}phenyl)-4-oxo-3,4-dihydroquinazolin O=C1NC(CCC1NC1=CC(=C(C=C1)N1CC(C1)CN1CCN(CC1)C1=CC=C(C=C1)N1C=NC2=CC=CC=C2C1=O)F)=O